5-(2-chloro-3-fluorophenyl)-7-fluoro-3-((2-methoxyethyl)amino)-4H-benzo[e][1,2,4]thiadiazine 1,1-dioxide ClC1=C(C=CC=C1F)C1=CC(=CC2=C1NC(=NS2(=O)=O)NCCOC)F